6-[7-(1,3,4-oxadiazol-2-yl)-1H-indol-3-yl]pyridin-3-amine O1C(=NN=C1)C=1C=CC=C2C(=CNC12)C1=CC=C(C=N1)N